5-(Bis(4H-benzo[d][1,3]dioxin-6-yl)methyl)octahydrocyclopenta[c]pyrrole O1COCC2=C1C=CC(=C2)C(C2CC1C(CNC1)C2)C2=CC1=C(OCOC1)C=C2